C(#N)C(C(=O)NC1=C(C=CC=C1)C1=C(C=C(C=C1)NC(CC1=CC=C(C=C1)S(=O)(=O)CC)=O)C)(C)C cyano-N-(4'-(2-(4-(ethylsulfonyl)phenyl)acetamido)-2'-methyl-[1,1'-biphenyl]-2-yl)-2-methylpropanamide